IC1=C(C=C(C=C1C(F)(F)F)C(F)(F)F)NC(C(C)(C)C)=O N-[2-iodo-3,5-bis(trifluoromethyl)phenyl]-2,2-dimethyl-propanamide